C(C)(=O)O[C@H]1C[C@@H](O[C@H](C1)ON1C(C2=CC=CC=C2C1=O)=O)C (2S,3R,4S,6S)-4-(acetyloxy)-6-[(1,3-dioxo-2,3-dihydro-1H-isoindol-2-yl)oxy]-2-methyloxan